((1S,4R,6R)-6-((5-bromopyridin-2-yl)amino)-2-azabicyclo[2.2.2]oct-2-yl)(5-fluoro-2-(pyrimidin-2-yl)phenyl)methanone BrC=1C=CC(=NC1)N[C@@H]1C[C@@H]2CN([C@H]1CC2)C(=O)C2=C(C=CC(=C2)F)C2=NC=CC=N2